C(C)(C)(C)OC(=O)N1C[C@H](CC1)N1N=C(C(=C1N(C)C(=O)OC(C)(C)C)C(N)=O)C#C (3S)-3-{5-[(tert-butoxycarbonyl)(methyl)amino]-4-carbamoyl-3-ethynylpyrazol-1-yl}pyrrolidine-1-carboxylic acid tert-butyl ester